FC1=C(CN2[C@@H](CCC2=O)CC(=O)N[C@@H]([C@H](OC)C)C(=O)OCCC)C=CC=C1F Propyl N-(2-((S)-1-(2,3-difluorobenzyl)-5-oxopyrrolidin-2-yl)acetyl)-O-methyl-L-threoninate